2-METHOXY-5-(TRIFLUOROMETHYL)PYRIDINE-4-BORONIC ACID COC1=NC=C(C(=C1)B(O)O)C(F)(F)F